1H-Pyrazole-4-carboxylate N1N=CC(=C1)C(=O)[O-]